ClC=1N=CC2=CC3=NC(=CC(=C3C=C2C1)Cl)Cl 3,5,7-trichloro-2,8-diazaanthracene